NC=1N=C(SC1C(C1=CC=C(C=C1)OCC(=O)NC1=CC=C(C=C1)C)=O)N(C1=CC=C(C=C1)F)C(C(=O)N)C (N-[4-amino-5-[4-[2-(4-methylanilino)-2-oxo-ethoxy]benzoyl]thiazol-2-yl]-4-fluoro-anilino)propanamide